tert-Butyl-(S,E)-7-(2,2-difluoroethoxy)-2-((3-(7-(dimethylamino)-2-((methoxycarbonyl)amino)-7-oxohept-5-enamido)-2-oxopyridin-1(2H)-yl)methyl)-5-fluoro-1H-indol-1-carboxylat C(C)(C)(C)OC(=O)N1C(=CC2=CC(=CC(=C12)OCC(F)F)F)CN1C(C(=CC=C1)NC([C@H](CC\C=C\C(=O)N(C)C)NC(=O)OC)=O)=O